ClC=1SC=CC1CC1(C2=NCN([C@H]3[C@H](O)[C@H](O)[C@@H](CO)O3)C2=NC=N1)N 6-[(2-chlorothiophene-3-yl)methyl]adenosine